3-butenyltriethoxysilane C(CC=C)[Si](OCC)(OCC)OCC